(E)-4-(5-(4,4-difluoropiperidine-1-carbonyl)-1H-pyrrolo[2,3-b]pyridin-1-yl)-N-((dimethylamino)methylene)benzamide FC1(CCN(CC1)C(=O)C=1C=C2C(=NC1)N(C=C2)C2=CC=C(C(=O)/N=C/N(C)C)C=C2)F